ClC=1C=CC(=NC1)NC(N(C)[C@H]1CN(CC1)C#N)=O (R)-3-(5-Chloropyridin-2-yl)-1-(1-cyanopyrrolidin-3-yl)-1-methylurea